(S)-Benzyl 4-(N-(4-methyl-1-oxo-1-(1,4,7-trioxa-10-azacyclododecan-10-yl)pentan-2-yl)sulfamoyl)benzoate CC(C[C@@H](C(N1CCOCCOCCOCC1)=O)NS(=O)(=O)C1=CC=C(C(=O)OCC2=CC=CC=C2)C=C1)C